3'-cyano-5-(4-fluorotetrahydro-2H-pyran-4-carboxamido)-[1,1'-biphenyl] C(#N)C=1C=C(C=CC1)C1=CC=CC(=C1)NC(=O)C1(CCOCC1)F